[Zr].C(C)CC(CC(=O)OOC(C)CC)=O.C(C)CC(CC(=O)OOC(C)CC)=O di-sec-butoxy bis(ethyl acetoacetate) zirconium